N-(3-ethynylphenyl)-7-methoxyl-6-(3-morpholinopropoxy)quinazolin-4-amine C(#C)C=1C=C(C=CC1)NC1=NC=NC2=CC(=C(C=C12)OCCCN1CCOCC1)OC